FC(C(F)(F)F)(F)[Si](Cl)(C(C(F)(F)F)(F)F)C(C(F)(F)F)(F)F tris(pentafluoroethyl)chlorosilane